tert-butyl 4-chloro-7-(4-vinylpiperidin-1-yl)-9H-pyrimido[4,5-b]indole-9-carboxylate ClC1=NC=NC=2N(C3=CC(=CC=C3C21)N2CCC(CC2)C=C)C(=O)OC(C)(C)C